COC(CN1C(C2=CC(=C(C=C2CC1)OC)OC)CCC1=CNC2=CC=CC=C12)=O methyl-2-(1-(2-(1H-indol-3-yl)ethyl)-6,7-dimethoxy-3,4-dihydroisoquinoline-2(1H)-yl)acetate